C(C)(C)N1C(=C(C2=C1N=CN=C2N)C2=CC=C(C=C2)OC2=CC=CC=C2)C#CC2CCN(CC2)C 7-isopropyl-6-((1-methylpiperidin-4-yl)ethynyl)-5-(4-phenoxyphenyl)-7H-pyrrolo[2,3-d]pyrimidin-4-amine